5'-chloro-2'-(morpholin-4-ylmethyl)-7',8'-dihydro-6'H-spiro[cyclohexane-1,9'-furo[2,3-f]quinazoline]-7'-one ClC=1C=C2C(=C3C4(NC(NC13)=O)CCCCC4)OC(=C2)CN2CCOCC2